4-(3-chloro-2-methyl-phenyl)-5-[4-[(3S)-1-(3-fluoropropyl)pyrrolidin-3-yl]oxyphenyl]-7-methyl-2,3-dihydro-1-benzoxepin-8-ol ClC=1C(=C(C=CC1)C=1CCOC2=C(C1C1=CC=C(C=C1)O[C@@H]1CN(CC1)CCCF)C=C(C(=C2)O)C)C